N[C@@H](CCCCN)C(=O)[O-].[Li+] lithium lysine salt